N-(2-((4-(3-(oxetan-3-ylmethoxy)phenyl)thiazol-2-yl)amino)-2-oxoethyl)-1H-pyrrole-3-carboxamide O1CC(C1)COC=1C=C(C=CC1)C=1N=C(SC1)NC(CNC(=O)C1=CNC=C1)=O